tetra-normal propylammonium bromide [Br-].C(CC)[N+](CCC)(CCC)CCC